Benzidine-3,3'-dicarboxylic acid C1(=CC(=C(N)C=C1)C(=O)O)C1=CC(=C(N)C=C1)C(=O)O